NC1=NC(N(C=C1)[C@@H]1O[C@@H]([C@H](C1(F)F)O)CO)=O 4-amino-1-((2r,4r,5r)-3,3-difluoro-4-hydroxy-5-(hydroxymethyl)-tetrahydrofurane-2-yl)pyrimidin-2(1H)-one